1-(4-Hydroxy-2,5-dimethyl-5,7-dihydro-6H-pyrrolo[3,4-d]pyrimidin-6-yl)-2-(1-(pyrimidin-5-yl)azetidin-3-yl)ethan-1-one OC=1C2=C(N=C(N1)C)CN(C2C)C(CC2CN(C2)C=2C=NC=NC2)=O